Methyl 2-((2-(2-(3-((4-((4-(3-(5-(tert-Butyl)-2-methoxy-3-(methylsulfonamido)phenyl)-ureido)naphthalen-1-yl)oxy)pyridin-2-yl)amino)-5-methoxyphenoxy)ethoxy)ethyl)thio)acetate C(C)(C)(C)C=1C=C(C(=C(C1)NC(NC1=CC=C(C2=CC=CC=C12)OC1=CC(=NC=C1)NC=1C=C(OCCOCCSCC(=O)OC)C=C(C1)OC)=O)OC)NS(=O)(=O)C